SC(C(=O)OCC(COC(C(O)S)=O)(COC(C(O)S)=O)COC(C(O)S)=O)O pentaerythritol tetrakis(mercaptoglycolate)